nickel (2,4-pentanedione) CC(CC(C)=O)=O.[Ni]